p-tolylmethyl 5-chloro-6-piperazin-1-yl-pyridine-3-carboxylate hydrochloride Cl.ClC=1C=C(C=NC1N1CCNCC1)C(=O)OCC1=CC=C(C=C1)C